CC=1OC=CN1 2-methyloxazol